ClC1=CN(N=C1C1CC1)C 4-Chloro-5-cyclopropyl-2-methyl-2H-pyrazol